C(=O)(O)[C@@H](O)[C@H](O)C(=O)O.C1(CCCC1)[C@H]1CC(NN1)=O (R)-5-cyclopentylpyrazolidin-3-one D-tartrate